COC1=C(C=CC(=C1)OC)CNC1=NN=C(C2=CC(=CC=C12)N1N=CC(=C1)B(O)O)C [1-[1-[(2,4-DIMETHOXYPHENYL)METHYLAMINO]-4-METHYLPHTHALAZIN-6-YL]PYRAZOL-4-YL]BORONIC ACID